C(C)(C)(C)OC(=O)N1[C@H](CCC1)C(C(=O)O)=C R-(1-tert-Butoxycarbonylpyrrolidin-2-yl)acrylic acid